C1(CC1)C1=CC=CC=2NC(=NC21)C(=O)OC methyl 4-cyclopropyl-1H-benzo[d]imidazole-2-carboxylate